(4-(2-(1-(1-(3-isopropyl-1,2,4-oxadiazol-5-yl)piperidin-4-yl)ethoxy)thiazolo[5,4-b]pyridin-5-yl)phenyl)(morpholino)methanon C(C)(C)C1=NOC(=N1)N1CCC(CC1)C(C)OC=1SC2=NC(=CC=C2N1)C1=CC=C(C=C1)C(=O)N1CCOCC1